C(C)(C)OC1=C(C2=CC=CC=C2C=C1)C=C(C(=O)NN)OC1=CC=CC=C1 ((2-isopropoxynaphthalen-1-yl)methylene)-2-phenoxyacethydrazide